ClC1=CC=C(O[C@@H]2[C@@](CN(C2)S(=O)(=O)C=2C(=NC=CC2)C#N)(CO)O)C=C1 3-(((3R,4S)-4-(4-chlorophenoxy)-3-hydroxy-3-(hydroxymethyl)pyrrolidin-1-yl)sulfonyl)picolinonitrile